CC=1C=C2C(C=C(OC2=C(C1)C(C)NC1=C(C(=O)O)C=CC=C1)C1=CC(=NN1)C)=O 2-[1-[6-Methyl-2-(3-methyl-1H-pyrazol-5-yl)-4-oxo-chromen-8-yl]ethylamino]benzoic acid